[Pb].[Cs].NCCC[Si](OC)(OC)C aminopropyl-methyldimethoxysilane cesium-lead